FC(OC1=CC(=C(C=N1)OCC(C#N)(C)C)C1=CC=2N(C=C1)N=C(C2)NC=2N=NC=CC2)F 3-[[6-(difluoromethoxy)-4-[2-(pyridazin-3-ylamino)pyrazolo[1,5-a]pyridin-5-yl]-3-pyridyl]oxy]-2,2-dimethyl-propanenitrile